C[C@@H]1CN(CCN1C(=O)C1CCNCC1)C(=O)OCC1=CC=CC=C1 benzyl (R)-3-methyl-4-(piperidine-4-carbonyl)piperazine-1-carboxylate